methyl 3-amino-4-(N-methylsulfamoyl)benzoate NC=1C=C(C(=O)OC)C=CC1S(NC)(=O)=O